O1CCC2=C1C=CC(=C2)C2=CC=C1C=NC(=NC1=C2)NC2=C(C=C1CCNCC1=C2)OC 7-(2,3-dihydro-1-benzofuran-5-yl)-N-(6-methoxy-1,2,3,4-tetrahydroisoquinolin-7-yl)quinazolin-2-amine